benzo[d]isoxazol-5-ylcarbamic acid tert-butyl ester C(C)(C)(C)OC(NC=1C=CC2=C(C=NO2)C1)=O